2-[2-[2-[2-[2,3-bis[(Z)-octadec-9-enoxy]propoxy]ethoxy]ethoxy]ethoxy]ethanamine C(CCCCCCC\C=C/CCCCCCCC)OC(COCCOCCOCCOCCN)COCCCCCCCC\C=C/CCCCCCCC